CC1(COC1)CSCC(=O)O 2-(((3-methyloxetan-3-yl)-methyl)thio)acetic acid